tert-butyl N-[2-[1-[1-(2,6-dioxo-3-piperidyl)-6-fluoro-3-methyl-2-oxo-benzimidazol-5-yl]-4-piperidyl]ethyl]carbamate O=C1NC(CCC1N1C(N(C2=C1C=C(C(=C2)N2CCC(CC2)CCNC(OC(C)(C)C)=O)F)C)=O)=O